(3S)-7-((3S,5R)-4-acryloyl-3,5-dimethylpiperazin-1-yl)-10-(4-chloro-2-fluorophenyl)-3-(methoxymethyl)-9-(trifluoromethyl)-2,3-dihydro-5H-[1,4]thiazino[2,3,4-ij]quinazolin-5-one C(C=C)(=O)N1[C@H](CN(C[C@H]1C)C1=NC(N2C3=C(C(=C(C=C13)C(F)(F)F)C1=C(C=C(C=C1)Cl)F)SC[C@@H]2COC)=O)C